C(#N)C1=CC=C(C(=N1)C1CC1)C1=C(OC2=C(N=CN=N2)N2CC3(C2)CCN(CC3)C(=O)OC(C)(C)C)C=CC(=C1)F tert-butyl 2-{6-[2-(6-cyano-2-cyclopropylpyridin-3-yl)-4-fluorophenoxy]-1,2,4-triazin-5-yl}-2,7-diazaspiro[3.5]nonane-7-carboxylate